methyl 4-(difluoromethoxy)-3-[(5-fluoropyridin-3-yl)ethynyl]benzoate FC(OC1=C(C=C(C(=O)OC)C=C1)C#CC=1C=NC=C(C1)F)F